3-((2,6-dichloro-7-fluoro-1-(1-propyl-1H-pyrazol-4-yl)-1H-indol-3-yl)thio)-2-fluorobenzoic acid ethyl ester C(C)OC(C1=C(C(=CC=C1)SC1=C(N(C2=C(C(=CC=C12)Cl)F)C=1C=NN(C1)CCC)Cl)F)=O